FC12CC(C1)(C2)CC(C(=O)N2CC([C@H]([C@@]21CC(CC1)(F)F)O)(F)F)=O 3-(3-fluoro-bicyclo[1.1.1]pentan-1-yl)-1-((4s,5r)-3,3,7,7-tetrafluoro-4-hydroxy-1-azaspiro[4.4]nonan-1-yl)propane-1,2-dione